S(=O)(=O)([O-])[O-].C(C)[N+](C)(C)CCCCCCCCCCCCCC.C(C)[N+](C)(C)CCCCCCCCCCCCCC N-ethyl-N,N-dimethyltetradecylammonium sulfate